[2-(2,2-dimethylpropionoxy)-4-[1-hydroxy-2-(methylamino) ethyl] phenyl]2,2-dimethylpropionate CC(C(=O)OC1=C(C=CC(=C1)C(CNC)O)OC(C(C)(C)C)=O)(C)C